C1=NC=CC2=CC=C(C=C12)COC1=CC=CC(=N1)C1CCNCC1 4-(6-(isoquinolin-7-ylmethoxy)pyridin-2-yl)piperidine